1-((6-(2H-1,2,3-triazol-2-yl)pyridin-3-yl)methyl)-4-(1-methylcyclopropyl)-1,4-dihydropyrazine-2,3-dione N=1N(N=CC1)C1=CC=C(C=N1)CN1C(C(N(C=C1)C1(CC1)C)=O)=O